ClC=1C=C(C=CC1)NC=1N=C2C=C(C=CC2=C2C=CC=CC12)C#N 6-[(3-Chlorophenyl)amino]phenanthridine-3-carbonitrile